C(C)(=O)OC=1C=C(C=CC1OC)C=1C(OC2=CC(=CC=C2C1)OC(C)=O)=O 3-(3-acetoxy-4-methoxyphenyl)-7-acetoxy-coumarin